methyl 3-[1-[6-methyl-2-(2-methylindazol-5-yl)-4-oxo-chromen-8-yl]ethyl amino]pyridine-4-carboxylate CC=1C=C2C(C=C(OC2=C(C1)C(C)NC=1C=NC=CC1C(=O)OC)C1=CC2=CN(N=C2C=C1)C)=O